(2S,3S,4R,5R)-5-(6-amino-2-(5-chloropyridin-3-yl)-9H-purin-9-yl)-N-ethyl-3,4-dihydroxyltetrahydrofuran-2-formamide NC1=C2N=CN(C2=NC(=N1)C=1C=NC=C(C1)Cl)[C@H]1[C@@H]([C@@H]([C@H](O1)C(=O)NCC)O)O